C(C)(C)(C)OC(=O)N[C@]1(CN(CC1)C1=C(CN2C3=NC=NC(=C3N=C2)NC(OC(C)(C)C)=O)C(=CC(=C1)Cl)CC)C(NC1CC1)=O tert-butyl (R)-(9-(2-(3-((tert-butoxycarbonyl)amino)-3-(cyclopropylcarbamoyl)pyrrolidin-1-yl)-4-chloro-6-ethylbenzyl)-9H-purin-6-yl)carbamate